(E)-3-(3-(((7-fluorobenzo[d]thiazol-2-yl)(4-methoxyphenethyl)amino)-methyl)phenyl)acrylic acid FC1=CC=CC=2N=C(SC21)N(CCC2=CC=C(C=C2)OC)CC=2C=C(C=CC2)/C=C/C(=O)O